C1(=CC=CC=C1)C1=NC(=NC(=N1)C1=CC=CC=C1)C1=CC(=C(C=C1)C1=C(C=CC=C1)C=1C=NC=CC1)C=1C2=CC=CC=C2C=2C=CC=CC2C1 4,6-Diphenyl-2-[2-(phenanthr-9-yl)-2'-(3-pyridyl)biphenyl-4-yl]-1,3,5-triazine